NC1C(NCC1)=O 3-aminopyrrolidin-2-one